C(C)(C)(C)OC(NC[C@H]1C[C@H]([C@@H]2OC(O[C@@H]21)(C)C)N2C=C(C1=C2N=C(N=C1Cl)Cl)I)=O tert-Butyl-(((3aR,4R,6R,6aS)-6-(2,4-dichloro-5-iodo-7H-pyrrolo[2,3-d]pyrimidin-7-yl)-2,2-dimethyltetrahydro-4H-cyclopenta[d][1,3]dioxol-4-yl)methyl)carbamate